(E)-N-(tert-butyl)-2-chloro-5-(2-ethoxyvinyl)isonicotinamide C(C)(C)(C)NC(C1=CC(=NC=C1\C=C\OCC)Cl)=O